N-((1R,2S)-2-Aminocyclopentyl)-4-oxo-5-(2-phenylpyridin-4-yl)-4,5-dihydro-3H-1-thia-3,5,8-triazaacenaphthylene-2-carboxamide N[C@@H]1[C@@H](CCC1)NC(=O)C=1SC=2N=CC=C3N(C(NC1C23)=O)C2=CC(=NC=C2)C2=CC=CC=C2